N-(4-chlorophenyl)-7-(3,3,3-trifluoro-2,2-dihydroxypropanamido)heptanamide ClC1=CC=C(C=C1)NC(CCCCCCNC(C(C(F)(F)F)(O)O)=O)=O